5-hydroxy-2-(4-methoxyphenyl)-N-methyl-1-phenyl-1H-indole-3-carboxamide OC=1C=C2C(=C(N(C2=CC1)C1=CC=CC=C1)C1=CC=C(C=C1)OC)C(=O)NC